N-((1s,4s)-4-((7-morpholino-1,6-naphthyridin-5-yl)oxy)cyclohexyl)furo[3,2-d]pyrimidin-4-amine O1CCN(CC1)C1=NC(=C2C=CC=NC2=C1)OC1CCC(CC1)NC=1C2=C(N=CN1)C=CO2